(E)-4-hydroxy-3,5-dimethoxybenzaldehyde O-benzoyloxime C(C1=CC=CC=C1)(=O)O\N=C\C1=CC(=C(C(=C1)OC)O)OC